C(\C=C\C=C\CCC)=O trans,trans-2,4-octadienal